CC(C(=O)OOC(CCCCC)=O)CC hexanoyl 2-methylbutyryl peroxide